fluoro-2-methylbenzothiazolium iodide [I-].F[N+]1=C(SC2=C1C=CC=C2)C